ONC1=CC=C(C=C1)C(C(=O)O)CC (4-hydroxyaminophenyl)butyric acid